N3-[3,4,5-tris(octadecyloxy)benzoyl]deoxythymidine C(CCCCCCCCCCCCCCCCC)OC=1C=C(C(=O)N2C(N([C@H]3C[C@H](O)[C@@H](CO)O3)C=C(C2=O)C)=O)C=C(C1OCCCCCCCCCCCCCCCCCC)OCCCCCCCCCCCCCCCCCC